5-di(tert-butoxycarbonyl)amino-2-fluorobenzonitrile C(C)(C)(C)OC(=O)N(C=1C=CC(=C(C#N)C1)F)C(=O)OC(C)(C)C